CC(C1=CC=CC=C1)SSC1=NC=CC=C1 methyl-α-(2-pyridyldithio)toluene